di(t-butylsulfanyl)silane C(C)(C)(C)S[SiH2]SC(C)(C)C